O=C1NC(CC[C@@H]1N1C(C2=CC=CC(=C2C1=O)NCC1=C(C=C(C=C1)CN1CC(C1)N1CCOCC1)F)=O)=O (S)-2-(2,6-dioxopiperidin-3-yl)-4-(2-fluoro-4-((3-morpholinoazetidin-1-yl)methyl)benzylamino)-isoindoline-1,3-dione